5-amino-1-(2-((2-(3-chloro-2-fluorophenylmethylamino)-2-oxoethyl)(cyclopropyl)amino)-2-oxoethyl)-1H-indazole-3-carboxamide NC=1C=C2C(=NN(C2=CC1)CC(=O)N(C1CC1)CC(=O)NCC1=C(C(=CC=C1)Cl)F)C(=O)N